NC=1C2=C(N=CN1)NC(=C2C2=CC=C(C=C2)OC2=NC(=CC=C2)C)C2=CC=C(C=C2)N(C(C=C)=O)C N-(4-(4-amino-5-(4-(6-methylpyridin-2-yloxy)phenyl)-7H-pyrrolo[2,3-d]pyrimidin-6-yl)phenyl)-N-methylacrylamide